(2-(4-(tert-butoxycarbonyl)piperazin-1-yl)pyrimidin-4-yl)-1H-indole-1-carboxylic acid tert-butyl ester C(C)(C)(C)OC(=O)N1C(=CC2=CC=CC=C12)C1=NC(=NC=C1)N1CCN(CC1)C(=O)OC(C)(C)C